tert-Butyl (5R,6S)-2,2-difluoro-6-methyl-5-(((3-methyl-5-(trifluoromethyl)pyridin-2-yl)amino)methyl)morpholine-4-carboxylate FC1(CN([C@@H]([C@@H](O1)C)CNC1=NC=C(C=C1C)C(F)(F)F)C(=O)OC(C)(C)C)F